3-(5-((1S,5R)-3-(8-cyanoquinolin-5-yl)-5-(trifluoromethyl)-3-azabicyclo[3.1.0]hexan-1-yl)-1,3,4-oxadiazol-2-yl)-3-fluoroazetidine-1-carboxylic acid tert-butyl ester C(C)(C)(C)OC(=O)N1CC(C1)(F)C=1OC(=NN1)[C@@]12CN(C[C@]2(C1)C(F)(F)F)C1=C2C=CC=NC2=C(C=C1)C#N